C[C@@H]1N(C2=CC=CC=C2[C@@H](C1)NC1=CC=C(C=C1)NC(=O)N1CCN(CC1)C(=O)OC(C)(C)C)C(CC)=O tert-butyl 4-((4-(((2S,4R)-2-methyl-1-propionyl-1,2,3,4-tetrahydroquinolin-4-yl)amino)phenyl)carbamoyl)piperazine-1-carboxylate